C(C)C1(COC1)COCC[Si](OC)(OC)OC 2-[(3-ethyloxetan-3-yl)methoxy]Ethyl-trimethoxysilane